C(=O)(OC(C)(C)C)N[C@@H](CC(=O)O)CC#C (R)-β-(Boc-amino)-5-hexynoic acid